O1-tert-butyl O2-methyl (2S,4S)-4-[[6-[6-fluoro-3-[2-methoxy-3-(methylamino)propyl]benzimidazol-4-yl]-4-methyl-2-pyridyl]amino]pyrrolidine-1,2-dicarboxylate FC=1C=C(C2=C(N=CN2CC(CNC)OC)C1)C1=CC(=CC(=N1)N[C@H]1C[C@H](N(C1)C(=O)OC(C)(C)C)C(=O)OC)C